C(#N)C=1C(=NC(=C(C1CC)C#N)N1C[C@H](CC1)N(C)C)SC(C(=O)N)C1=CC=CC=C1 2-((3,5-dicyano-6-((S)-3-(dimethylamino)pyrrolidin-1-yl)-4-ethylpyridin-2-yl)thio)-2-phenylacetamide